C(CCCCCCCCCCCCC)(=O)[O-].C[N+]1=CNC=C1 3-methylimidazolium myristate